(R)-6-(1,1-dioxido-3,6-dihydro-2H-thiopyran-4-yl)-4-((1-(2-fluoro-3-(trifluoromethyl)phenyl)ethyl)amino)-2,7-dimethylpyrido[3,4-d]pyrimidin-8(7H)-one O=S1(CCC(=CC1)C1=CC2=C(N=C(N=C2N[C@H](C)C2=C(C(=CC=C2)C(F)(F)F)F)C)C(N1C)=O)=O